(+/-)-trans-4-(4-bromophenyl)-2,6-dioxopiperidine-3-carboxylic acid ethyl ester C(C)OC(=O)[C@@H]1C(NC(C[C@H]1C1=CC=C(C=C1)Br)=O)=O |r|